C(C1=CC=CC=C1)OC1=C(C(=CC(=C1)C(F)F)O)C(=O)N1CC2=CC(=CC(=C2C1)N[C@@H]1COCC1)C=1N=CN(C1)C (S)-(2-(Benzyloxy)-4-(difluoromethyl)-6-hydroxyphenyl)(6-(1-methyl-1H-imidazol-4-yl)-4-((tetrahydrofuran-3-yl)amino)isoindolin-2-yl)methanone